CN1CCC(CC1)C(=O)OCC(CCCCCC(=O)O)CCCCCC(=O)O 7-{[(1-methylpiperidine-4-carbonyl)oxy]methyl}tridecanedioic acid